(1R,2S)-N-((S)-3-(6-chloro-2H-indazol-5-yl)-2-(dimethylamino)propyl)-2-methyl-2-phenylcyclopropane-1-carboxamide ClC=1C(=CC2=CNN=C2C1)C[C@@H](CNC(=O)[C@H]1[C@](C1)(C1=CC=CC=C1)C)N(C)C